BrC1=CC=C(C=C1)S(=O)(=O)C=1C=C(C(=O)[O-])C=C(C1)Cl 3-(4-bromophenyl)sulfonyl-5-chloro-benzoate